AMINO-IMIDAZOPYRIMIDIN NC1=NC2=C(C=NC=N2)N1